C(C)(=O)O.C(C=1C(O)=CC=CC1)(=O)O salicylic acid acetate